Chloride Choline OCC[N+](C)(C)C.[Cl-]